N-(cis-4-(difluoromethoxy)cyclohexyl)-5-(imidazo[1,2-a]pyridin-6-yl)-4-methoxypyrrolo[2,1-f][1,2,4]triazin-2-amine FC(O[C@H]1CC[C@H](CC1)NC1=NN2C(C(=N1)OC)=C(C=C2)C=2C=CC=1N(C2)C=CN1)F